2-[4-[[(3R)-1-isopropyl-3-piperidyl]amino]phthalazin-1-yl]-5-methylsulfonyl-phenol C(C)(C)N1C[C@@H](CCC1)NC1=NN=C(C2=CC=CC=C12)C1=C(C=C(C=C1)S(=O)(=O)C)O